tert-butyl((6-(3-iodophenyl)-2,2-dimethyl-6-((tetrahydro-2H-pyran-2-yl)oxy)hexyl)oxy)dimethylsilane C(C)(C)(C)[Si](C)(C)OCC(CCCC(OC1OCCCC1)C1=CC(=CC=C1)I)(C)C